N=1C=2N(NC1C(=O)N)C=CC2 pyrrolo[1,2-b][1,2,4]triazole-2-carboxamide